C(C1=CC=C(C(=O)O)C=C1)(=O)O.OC1=CC=C(C=C1)C(C)(C)C1=CC=C(C=C1)O bisphenol-A terephthalate